(2,6-dioxopiperidin-3-yl)-2-methyl-5-nitrobenzenesulfonamide O=C1NC(CCC1C=1C(=C(C=C(C1)[N+](=O)[O-])S(=O)(=O)N)C)=O